tert-butyl 3-((4-(4-((4-(2-(3-chloro-5-cyanophenyl)propan-2-yl)phenoxy)methyl)pyrimidin-2-yl)piperazin-1-yl) methyl)pyrrolidine-1-carboxylate ClC=1C=C(C=C(C1)C#N)C(C)(C)C1=CC=C(OCC2=NC(=NC=C2)N2CCN(CC2)CC2CN(CC2)C(=O)OC(C)(C)C)C=C1